5,7-dihydroxy-3-(4-methoxyphenyl)-8-(piperazin-1-ylmethyl)-4H-chromen-4-one OC1=C2C(C(=COC2=C(C(=C1)O)CN1CCNCC1)C1=CC=C(C=C1)OC)=O